2'-benzoyl-5'-chloro-7',8'-dihydro-6'H-spiro[cyclohexane-1,9'-furo[2,3-f]quinazoline]-7'-one C(C1=CC=CC=C1)(=O)C1=CC=2C(=C3C4(NC(NC3=C(C2)Cl)=O)CCCCC4)O1